(2-(2-bromophenyl)-2,2-difluoroethoxy)(tert-butyl)dimethyl-silane BrC1=C(C=CC=C1)C(CO[Si](C)(C)C(C)(C)C)(F)F